COC=1C=C2CC(C(C2=CC1)=O)C(=O)OC methyl 5-methoxy-1-oxo-2,3-dihydro-1H-indene-2-carboxylate